C12(CC3CC(CC(C1)C3)C2)NC(=O)N2[C@@H](CCC2=O)C(=O)NCC2=C(C=C(C=C2)Cl)Cl (S)-N1-adamantyl-N2-(2,4-dichlorobenzyl)-5-oxopyrrolidine-1,2-dicarboxamide